C1(=CC=CC=C1)C(=C(C1=CC=CC=C1)C1=CC=CC=C1)C1=CC=CC=C1 1,1,2,2-tetraphenylethene